5-(2-oxo-2-(2-(5-(trifluoromethyl)-1,2,4-oxadiazol-3-yl)-6,7-dihydrothieno[3,2-c]pyridin-5(4H)-yl)ethoxy)nicotinonitrile O=C(COC=1C=NC=C(C#N)C1)N1CC2=C(CC1)SC(=C2)C2=NOC(=N2)C(F)(F)F